C(C1=CC=CC=C1)N(C1CCC2(CCCNC2)CC1)CC1=CC=CC=C1 N,N-dibenzyl-2-azaspiro[5.5]undecan-9-amine